FC=1C=C(C=CC1)[C@@H]1N(CCC1)C=1C=CC=2N(N1)C(=CN2)C2=CC=CC(=N2)N2CCC(CC2)N(C)CC=2C=C(C=CC2)N2C(NC(CC2)=O)=O (R)-1-(3-(((1-(6-(6-(2-(3-fluorophenyl)pyrrolidin-1-yl)imidazo[1,2-b]pyridazin-3-yl)pyridin-2-yl)piperidin-4-yl)(methyl)amino)methyl)phenyl)dihydropyrimidine-2,4(1H,3H)-dione